[Ag].[Ag].[Ag].C(C)(C)(C)C=1C=CC2=C(N=C(O2)C=2SC(=CC2)C=2OC3=C(N2)C=C(C=C3)C(C)(C)C)C1 2,5-bis-(5-tert-butyl-2-benzoxazolyl)thiophene Trisilver